C1(CC1)C1=NOC(=N1)/C=C/C(=O)OCC (E)-ethyl 3-(3-cyclopropyl-1,2,4-oxadiazol-5-yl)acrylate